(S)-3-benzoyloxy-4-chlorobutyronitrile C(C1=CC=CC=C1)(=O)O[C@@H](CC#N)CCl